ClC1=C(C=CC=C1)C=1C=C(C(N(N1)C1=CC(=CC=C1)F)=O)C(=O)NC(CO)C1COCC1 6-(chlorophenyl)-2-(3-fluorophenyl)-N-[2-hydroxy-1-(tetrahydrofuran-3-yl)ethyl]-3-oxo-2,3-dihydropyridazine-4-carboxamide